CN(C(=O)C1=NN(C=C1)C)C N,N,1-trimethyl-pyrazole-3-carboxamide